1-(trans-1-(2-methoxyethyl)-4-phenylpyrrolidin-3-yl)-3-(2-phenyl-4,5,6,7-tetrahydro-2H-indazol-3-yl)urea COCCN1C[C@H]([C@@H](C1)C1=CC=CC=C1)NC(=O)NC=1N(N=C2CCCCC12)C1=CC=CC=C1